2,6-Difluoro-4-{6-[2-(7-fluoro-2,4-dimethyl-indol-1-yl)-ethylamino]-pyrimidin-4-yl}benzenesulfonamide FC1=C(C(=CC(=C1)C1=NC=NC(=C1)NCCN1C(=CC2=C(C=CC(=C12)F)C)C)F)S(=O)(=O)N